2-chloro-6-(prop-2-yloxy)nicotinonitrile ClC1=C(C#N)C=CC(=N1)OC(C)C